3-(6-oxo-1'-(3-(pyrrolidin-1-yl)benzyl)-6,8-dihydro-2H,7H-spiro[furo[2,3-e]isoindole-3,4'-piperidin]-7-yl)piperidine-2,6-dione O=C1N(CC2=C3C(=CC=C12)C1(CCN(CC1)CC1=CC(=CC=C1)N1CCCC1)CO3)C3C(NC(CC3)=O)=O